C(C)(C)(C)OC(=O)N1N=C(C=C1)OCC1=CC=C(C=C1)C#N.NC1=NC=2C=C(C(=CC2C2=C1COC2)C(=O)N2[C@@H](COCC2)C=2N=NC(=CC2)OCC)F (4-amino-7-fluoro-1,3-dihydrofuro[3,4-c]quinolin-8-yl)((3R)-3-(6-ethoxy-3-pyridazinyl)-4-morpholinyl)methanone tert-butyl-3-((4-cyanobenzyl)oxy)-1H-pyrazole-1-carboxylate